CC1=CC=2N(N=C1N1CC=3C=C(C=NC3CC1)C1=CN=CS1)C=CN2 5-[6-(7-methylimidazo[1,2-b]pyridazin-6-yl)-7,8-dihydro-5H-1,6-naphthyridin-3-yl]thiazole